OC1(CCOCC1)C 4-hydroxy-4-methyl-tetrahydropyran